6-bromo-8-methoxy-[1,2,4]triazolo[4,3-a]pyridine BrC=1C=C(C=2N(C1)C=NN2)OC